COC(=O)C=1C(=CC2=C(N=C(O2)C=2C(=C(C=CC2)C2=CC=CC=C2)C)C1)O 6-hydroxy-2-(2-methylbiphenyl-3-yl)-1,3-benzoxazole-5-carboxylic acid methyl ester